(3-((hydroxyimino) methyl)-1-(1-(cis-4-isopropylcyclohexyl) piperidin-4-yl)-1H-indol-2-yl)methyl sulfamate S(N)(OCC=1N(C2=CC=CC=C2C1C=NO)C1CCN(CC1)[C@@H]1CC[C@@H](CC1)C(C)C)(=O)=O